F[C@H]1CN(CC[C@@H]1N1CCNCC1)C=1C=CC(=NC1C)N1C(CCCC1=O)=O 5-((3S,4S)-3-fluoro-4-(piperazin-1-yl)piperidin-1-yl)-6-methylpyridin-2-ylpiperidine-2,6-dione